N,N-dimethyl-3,4-Dioleoyloxybenzylamine CN(C)CC1=CC(=C(C=C1)OC(CCCCCCC\C=C/CCCCCCCC)=O)OC(CCCCCCC\C=C/CCCCCCCC)=O